OC(C)C1=NC=C(C=N1)C1=CC2=C(N=C3N2[C@H]2C4=C(C(N([C@@H]3C2)C([2H])([2H])[2H])=O)C=CC=C4C#CC)C=C1 (7R,14R)-11-(2-(1-hydroxyethyl)pyrimidin-5-yl)-6-(methyl-d3)-1-(prop-1-yn-1-yl)-6,7-dihydro-7,14-methanobenzo[f]benzo[4,5]imidazo[1,2-a][1,4]diazocin-5(14H)-one